(6-(2-chloro-5-fluorophenyl)-2-methyl-8-oxo-3-(2,2,2-trifluoroethyl)-2,6,7,8-tetrahydropyrrolo[3,4-g]indazol-5-yl)-3-fluoro-5-(trifluoromethyl)benzamide ClC1=C(C=C(C=C1)F)C1NC(C2=C1C(=CC1=C(N(N=C21)C)CC(F)(F)F)C2=C(C(=O)N)C=C(C=C2F)C(F)(F)F)=O